3-(8-aminoimidazo[1,2-a]pyridin-3-yl)-N-methyl-4-[4-(trifluoromethyl)phenoxy]benzene-1-sulfonamide NC=1C=2N(C=CC1)C(=CN2)C=2C=C(C=CC2OC2=CC=C(C=C2)C(F)(F)F)S(=O)(=O)NC